1,24-tetracosanediol dimethacrylate C(C(=C)C)(=O)OCCCCCCCCCCCCCCCCCCCCCCCCOC(C(=C)C)=O